OCCCCCCN1C[C@H]([C@H](C1)OCCCCC(=O)OCC(CCCCCC)CCCC)OCCCCC(=O)OCC(CCCCCC)CCCC bis(2-butyloctyl) 5,5'-(((3R,4S)-1-(6-hydroxyhexyl)pyrrolidine-3,4-diyl)bis(oxy))dipentanoate